BrC=1C=C(C=C2CN(C(C12)=O)C1C(NC(CC1)=O)=O)CN1CCN(CC1)C1=CC=C(C=C1)[C@H]1[C@H](CCC2=CC(=CC=C12)O)C1=CC=CC=C1 3-(7-bromo-5-((4-(4-((1R,2S)-6-hydroxy-2-phenyl-1,2,3,4-tetrahydronaphthalen-1-yl)phenyl)piperazin-1-yl)methyl)-1-oxoisoindolin-2-yl)piperidine-2,6-dione